3-bromo-7-(3-hydroxyazetidin-1-yl)-6,7-dihydro-5H-pyrido[2,3-b]azepin-8(9H)-one BrC1=CC2=C(NC(C(CC2)N2CC(C2)O)=O)N=C1